C(C)N(CCOCC)CC N,N-diethyl-N-(2-ethoxyethyl)amine